2-[N-(dimethylaminoethoxyethyl)-N-methylamino]ethanol CN(C)CCOCCN(C)CCO